2,N-dicyclohexyl-2-(2-naphthalen-1-yl-benzimidazol-1-yl)-acetamide hydrogen chloride Cl.C1(CCCCC1)C(C(=O)NC1CCCCC1)N1C(=NC2=C1C=CC=C2)C2=CC=CC1=CC=CC=C21